C(#C)C1(C(CCCC1)O)C 2-ethynyl-2-methylcyclohexane-1-ol